ClC1=C(C=C2C(=C(N(C2=C1F)C)C=1NC(=NN1)C(C)O)N1C=NC=C1)OC (5-(6-chloro-7-fluoro-3-(1H-imidazol-1-yl)-5-methoxy-1-methyl-1H-indol-2-yl)-4H-1,2,4-triazol-3-yl)ethan-1-ol